BrC1=CC=2N(C=C1)N=CC2C=2C=NN(C2)C 5-bromo-3-(1-methyl-1H-pyrazol-4-yl)pyrazolo[1,5-a]pyridine